COC=1C=CC(=NC1)C#CC1=CN=C(C2=CN=C(C=C12)N)NC([2H])([2H])[2H] 4-((5-methoxypyridin-2-yl)ethynyl)-N1-(methyl-d3)-2,7-naphthyridine-1,6-diamine